5-(3-(benzyloxy)-4-methoxyphenyl)-3-cyano-4-(4-cyano-3-fluorophenyl)pyridine C(C1=CC=CC=C1)OC=1C=C(C=CC1OC)C=1C(=C(C=NC1)C#N)C1=CC(=C(C=C1)C#N)F